C12(C=CC(CC1)C2)S norbornene-thiol